N-(1-(1H-indol-3-yl)hexan-2-yl)-6-(4-methylpiperazin-1-yl)-1H-indole N1C=C(C2=CC=CC=C12)CC(CCCC)N1C=CC2=CC=C(C=C12)N1CCN(CC1)C